1-N'-[4-[(6-carbamoyl-7-methoxy-1,5-naphthyridin-4-yl)oxy]-3-fluoro-phenyl]-1-N-(4-fluorophenyl)cyclopropane-1,1-dicarboxamide C(N)(=O)C=1N=C2C(=CC=NC2=CC1OC)OC1=C(C=C(C=C1)NC(=O)C1(CC1)C(=O)NC1=CC=C(C=C1)F)F